4-[(2-chloro-3H-imidazo[4,5-c]pyridin-3-yl)methyl]benzonitrile ClC1=NC2=C(C=NC=C2)N1CC1=CC=C(C#N)C=C1